N-vinyl-4-isopropyl-caprolactam C(=C)N1C(CCC(CC1)C(C)C)=O